FC1=C(C(=O)Cl)C=CC=C1 2-fluoro-benzoyl chloride